1-(1-benzhydrylazetidin-3-ylidene)propan-2-ol C(C1=CC=CC=C1)(C1=CC=CC=C1)N1CC(C1)=CC(C)O